3-(5-(octahydroindolizin-7-yl)-1-oxoisoindolin-2-yl)piperidine-2,6-dione C1CCN2CCC(CC12)C=1C=C2CN(C(C2=CC1)=O)C1C(NC(CC1)=O)=O